C12CC(CC2C1)C1=NC2=NC=NC(=C2N1)C(=O)NCC1=CC(=CC(=C1)C=1C=NN(C1)C1=CC=C(C=C1)F)F 8-(Bicyclo[3.1.0]hex-3-yl)-N-(3-fluoro-5-(1-(4-fluorophenyl)-1H-pyrazol-4-yl)benzyl)-7H-purine-6-carboxamide